2-amino-1,8-dihydroxy-naphthalene-3,6-disulfonic acid NC1=C(C2=C(C=C(C=C2C=C1S(=O)(=O)O)S(=O)(=O)O)O)O